N-({4-chloro-1H,3H-furo[3,4-c]quinolin-7-yl}methyl)-6-cyano-N-[1-cyclopropyl-3-(trifluoromethyl)-1H-pyrazol-4-yl]pyridine-3-carboxamide ClC1=NC=2C=C(C=CC2C2=C1COC2)CN(C(=O)C=2C=NC(=CC2)C#N)C=2C(=NN(C2)C2CC2)C(F)(F)F